CN1CCC(CC1)C(C(=O)OCC)CC1=CC=C(C=C1)C Ethyl 2-(1-methyl-4-piperidyl)-3-(p-tolyl)propanoate